S(=O)(=O)([O-])[O-].OC[P+](CO)(CO)CO.OC[P+](CO)(CO)CO Tetrakis(hydroxymethyl)phosphonium sulphate salt